FC1(OC2=C(SC=3C(N[C@@H](CN(C1)C32)C)=O)C=3C=NNC3)F (10R)-6,6-difluoro-10-methyl-3-(1H-pyrazol-4-yl)-5-oxa-2-thia-8,11-diazatricyclo[6.4.1.04,13]trideca-1(13),3-dien-12-one